FC1=CC=CC(=N1)CN(C(=O)C1=C(C2=C(S1)C=CC(=C2)C2=CN(C(C=C2)=O)C)C)CCC(=O)NC N-((6-fluoropyridin-2-yl)methyl)-3-methyl-5-(1-methyl-6-oxo-1,6-dihydropyridin-3-yl)-N-(3-(methylamino)-3-oxopropyl)benzo[b]thiophene-2-carboxamide